N-(2-acetamido-4-((5-chloro-4-(1-methyl-1H-indol-3-yl)pyrimidin-2-yl)amino)phenyl)-3-(dimethylamino)-N-ethylpropanamid C(C)(=O)NC1=C(C=CC(=C1)NC1=NC=C(C(=N1)C1=CN(C2=CC=CC=C12)C)Cl)N(C(CCN(C)C)=O)CC